C1(CCC1)CN(C(OCC1=C(N=NN1C)C1=NC(=C(C=C1)O)C)=O)C (4-(5-hydroxy-6-methylpyridin-2-yl)-1-methyl-1H-1,2,3-triazol-5-yl)methyl (cyclobutyl-methyl)(methyl)carbamate